N[C@@H](C(=O)O)C(C)C (2R)-2-amino-3-methylbutyric acid